CC1=CN=CC2=CC=CC(=C12)S(=O)(=O)N1C(CNCCC1)C 4-methyl-5-(2-methyl-[1,4]diazepane-1-sulfonyl)isoquinoline